BrC=1C(=CC2=C(NC=N2)C1)O 6-bromo-1H-benzo[d]imidazol-5-ol